bis(4-benzoylphenyl) phosphate P(=O)(OC1=CC=C(C=C1)C(C1=CC=CC=C1)=O)(OC1=CC=C(C=C1)C(C1=CC=CC=C1)=O)[O-]